CN(CCS(=O)(=O)[O-])CCCCCCCC\C=C/CCCCCCCC.[Na+].C(#N)C1=C(C=C(C=C1)C=1C(=NN(C1)C=1C=C(C=CC1)NC(C=C)=O)[N+](=O)[O-])OC N-(3-(4-(4-cyano-3-methoxyphenyl)-3-nitro-1H-pyrazol-1-yl)phenyl)acrylamide sodium N-methyl-N-oleyltaurate